6-(4-((1-isopropylpiperidin-4-yl)oxy)phenyl)-1,4-dimethyl-2-(4-(methylsulfonyl)phenyl)-1H-benzo[d]imidazole C(C)(C)N1CCC(CC1)OC1=CC=C(C=C1)C=1C=C(C2=C(N(C(=N2)C2=CC=C(C=C2)S(=O)(=O)C)C)C1)C